FC1=CC=C(C=C1)C=1C=C(C(=NC1)CNC(C=C)=O)C1=NN(C=C1)CCO N-((5-(4-fluorophenyl)-3-(1-(2-hydroxyethyl)-1H-pyrazol-3-yl)pyridin-2-yl)methyl)acrylamide